5-methoxypyridine-2-carboxylic acid COC=1C=CC(=NC1)C(=O)O